5-chloro-2,2-dimethylpentanoic acid isobutyl ester C(C(C)C)OC(C(CCCCl)(C)C)=O